1,2-diamino-5-(4-chlorophenyl)-3-(1-methyl-1H-pyrazol-4-yl)pyrazin-1-ium 2,4,6-trimethylbenzenesulfonate CC1=C(C(=CC(=C1)C)C)S(=O)(=O)[O-].N[N+]1=C(C(=NC(=C1)C1=CC=C(C=C1)Cl)C=1C=NN(C1)C)N